5-ethyl-1-methyl-1H-pyrazol-4-amine C(C)C1=C(C=NN1C)N